S(=O)(=O)(O)OCCOCCO diethyleneglycol monosulfate